N-(4-((5-(benzyloxy)-2-(2-chlorophenyl)-3-fluoro-1H-indol-1-yl)methyl)phenethyl)cyclopropanamine C(C1=CC=CC=C1)OC=1C=C2C(=C(N(C2=CC1)CC1=CC=C(CCNC2CC2)C=C1)C1=C(C=CC=C1)Cl)F